CC=1C=C(C(=O)NC2=CC(=CC=C2)[C@H](C)NC2=CN=C3C(=N2)N(N=C3)C)C=CC1CN1CCOCC1 (S)-3-methyl-N-(3-(1-((1-methyl-1H-pyrazolo[3,4-b]pyrazin-6-yl)amino)ethyl)phenyl)-4-(morpholinomethyl)benzamide